4-(1,1-difluoroethyl)-6-methoxy-pyrimidin-2-amine FC(C)(F)C1=NC(=NC(=C1)OC)N